methyl 4-piperidinecarboxylate (methyl isonipecotate) CN1CCC(C(=O)O)CC1.N1CCC(CC1)C(=O)OC